NC1=C2N=C(N(C2=NC(=N1)C#CCCCC)[C@@H]1OC[C@H]([C@H]1O)O)C1=NC=CC=N1 (2R,3R,4R)-2-(6-Amino-2-(hex-1-yn-1-yl)-8-(pyrimidin-2-yl)-9H-purin-9-yl)tetrahydrofuran-3,4-diol